C(C)(C)(C)OC(=O)N1C[C@@]2(C(CC2)=O)CC1.N1C=NC(=C1)C=1SC=CN1 2-(1H-imidazol-4-yl)thiazole tert-butyl-(4S)-3-oxo-6-azaspiro[3.4]octane-6-carboxylate